tetrahydro-3-methyl-thiophene CC1CSCC1